CC(CNC(C)C)CC (2-methylbutyl)(prop-2-yl)amine